(S)-2-((benzyloxy)methyl)-5-(hydroxymethyl)-2,3-dihydrobenzo[b][1,4]dioxine-6-carboxylic acid C(C1=CC=CC=C1)OC[C@H]1COC2=C(O1)C=CC(=C2CO)C(=O)O